2-[4-[[(3,4-dimethylpyrimidino[4',5':4,5]thieno[2,3-c]pyridazin-8-yl)amino]methyl]-3-fluoro-phenyl]propan-2-ol CC1=C(C2=C(N=N1)SC1=C2N=CN=C1NCC1=C(C=C(C=C1)C(C)(C)O)F)C